(2-bromo-5-fluoropyridin-4-yl)(morpholino)methanone BrC1=NC=C(C(=C1)C(=O)N1CCOCC1)F